FC=1C=C(C(=O)NC=2C=C3C(=NNC3=CC2)C=2C=NC=CC2)C=CC1 3-fluoro-N-(3-(pyridin-3-yl)-1H-indazol-5-yl)benzamide